ClC=1C=C2C(=CN(C2=CC1)CC1CCOCC1)C(=O)N1CCC(CC1)(C(=O)O)C1=CC=C(C=C1)F 1-(5-chloro-1-((tetrahydro-2H-pyran-4-yl)methyl)-1H-indole-3-carbonyl)-4-(4-fluorophenyl)piperidine-4-carboxylic acid